FC=1C=C(C=CC1OC1=C2C(=NC=C1)NC(N2C(C)C)=O)C=2N=C(SC2C2=CC=CC=C2)C(=O)N (3-fluoro-4-((1-isopropyl-2-keto-2,3-dihydro-1H-imidazo[4,5-b]pyridin-7-yl)oxy)phenyl)-5-phenylthiazole-2-carboxamide